C/C(/C(C)O)=C\C(C)C (E)-3,5-dimethylhex-3-en-2-ol